3-methyl-1-phenyl-4,5,6,7-tetrahydro-1H-indole-2-carboxylic acid ethyl ester C(C)OC(=O)C=1N(C=2CCCCC2C1C)C1=CC=CC=C1